3-(2-(dimethylamino)ethyl-1H-indol-1-yl)hexan-1-one trihydrochloride Cl.Cl.Cl.CN(CCC=1N(C2=CC=CC=C2C1)C(CC=O)CCC)C